ClC1=CC=C(C=C1)[C@@]1(N(C(C2=CC(=CC=C12)C(C)(C)O)=O)CC1=NC=C(C=C1)Cl)OCCC(C)(C)O (3R)-3-(4-Chlorophenyl)-2-[(5-chloropyridin-2-yl)methyl]-3-(3-hydroxy-3-methylbutoxy)-6-(2-hydroxypropan-2-yl)-2,3-dihydro-1H-isoindol-1-on